ClC1=CC=C(C(=N1)C(=O)O)N[C@H](C)C1=C2N=C(C(=NC2=CC(=C1)C)C#N)N1CCN(CC1)C1CCOCC1 (R)-6-chloro-3-((1-(2-cyano-7-methyl-3-(4-(tetrahydro-2H-pyran-4-yl)piperazin-1-yl)quinoxalin-5-yl)ethyl)amino)picolinic acid